tert-Butyl 6-((4-(6-cyano-7-(dimethylphosphoryl)-1H-indol-3-yl)-5-(trifluoromethyl)pyrimidin-2-yl) Amino)-3,3-dimethyl-1,4-oxazepane-4-carboxylate C(#N)C1=CC=C2C(=CNC2=C1P(=O)(C)C)C1=NC(=NC=C1C(F)(F)F)NC1CN(C(COC1)(C)C)C(=O)OC(C)(C)C